C(C1=CC=CC=C1)(Cl)=N benzoyl chloride imine